2-(5-(5-methyl-2-(2H-1,2,3-triazol-2-yl)benzoyl)hexahydropyrrolo[3,4-c]pyrrol-2(1H)-yl)-5,6,7,8-tetrahydroquinazolin-4(3H)-one CC=1C=CC(=C(C(=O)N2CC3C(C2)CN(C3)C3=NC=2CCCCC2C(N3)=O)C1)N1N=CC=N1